N1C=CC2=C(C=CC=C12)C=1C(NC=C(C1)NC1=CC=C(C=C1)OC)=O 3-(1H-indol-4-yl)-5-((4-methoxyphenyl)amino)pyridin-2(1H)-one